6-(3-(2-pyridyldithio)-propionylamino)hexanoic acid sulfosuccinimidyl ester S(=O)(=O)(O)C1C(=O)N(C(C1)=O)OC(CCCCCNC(CCSSC1=NC=CC=C1)=O)=O